N-[4-(1-tert-Butyl-piperidin-3-yl)-phenyl]-4-methyl-3-(4-pyridin-3-yl-pyrimidin-2-ylamino)-benzamide C(C)(C)(C)N1CC(CCC1)C1=CC=C(C=C1)NC(C1=CC(=C(C=C1)C)NC1=NC=CC(=N1)C=1C=NC=CC1)=O